NC1(CC2CCC(C1)N2C2(CC=CC=C2)C)C#N 3-amino-8-(1-methylphenyl)-8-azabicyclo[3.2.1]octane-3-carbonitrile